(S)-4-(4-((5-chloro-3-methyl-1H-pyrazol-4-yl)carbamoyl)-2-fluoro-5-((1,1,1-trifluoropropan-2-yl)oxy)phenyl)-1-methyl-1H-imidazole-2-carboxamide ClC1=C(C(=NN1)C)NC(=O)C1=CC(=C(C=C1O[C@H](C(F)(F)F)C)C=1N=C(N(C1)C)C(=O)N)F